trimethyl-(methylcyclopentadienyl)platinum (IV) C[Pt](C1(C=CC=C1)C)(C)C